ClC1=C(N=C(NC1=O)C1=CC=NC=C1)N1[C@@H](CNCC1)CC 5-chloro-4-[(2R)-2-ethylpiperazin-1-yl]-2-(4-pyridinyl)-1H-pyrimidin-6-one